3-isopropyl-5-(4-(2-((5-(4-(methyl-sulfonyl)phenyl)thiazolo[5,4-b]pyridin-2-yl)oxy)ethyl)-5,6-dihydropyridin-1(2H)-yl)-1,2,4-oxadiazole C(C)(C)C1=NOC(=N1)N1CC=C(CC1)CCOC=1SC2=NC(=CC=C2N1)C1=CC=C(C=C1)S(=O)(=O)C